5-CHLOROIMIDAZO[1,2-A]PYRIDIN-3-CARBALDEHYDE ClC1=CC=CC=2N1C(=CN2)C=O